C1(CCCC1)NC(NC=1C=C(C2=C(N=C(N=C2)NC2=C3CCN(CC3=CC=C2)C)N1)C#C[Si](C(C)C)(C(C)C)C(C)C)=O 3-Cyclopentyl-1-{2-[(2-methyl-3,4-dihydro-1H-isoquinolin-5-yl)amino]-5-[2-(triisopropylsilyl)ethynyl]pyrido[2,3-d]pyrimidin-7-yl}urea